C(CCCC)C(CCCCN(CCN(CCOC(OC(CCCCCCCCC)CCCCCC)=O)CCO)CC)CCCCC 3-pentyloctyl-3-ethyl-12-hexyl-6-(2-hydroxyethyl)-10-oxo-9,11-dioxa-3,6-diaza-heneicosane